C1(CCCC1)P(C1=CC(=CC(=C1)C(C)(C)C)C(C)(C)C)C1CCCC1 dicyclopentyl-(3,5-di(tert-butyl)phenyl)phosphine